Br.N1=C(C=CC=C1)C(C)=O (pyridin-2-yl)ethan-1-one hydrobromide salt